C1(CC1)CN1N=C2N=C(C=NC2=C1)N[C@@H](C)C=1C=C(C=CC1F)NC(=O)C1=CN=C(S1)C(F)(F)F (S)-N-(3-(1-((2-(cyclopropylmethyl)-2H-pyrazolo[3,4-b]pyrazin-6-yl)amino)ethyl)-4-fluorophenyl)-2-(trifluoromethyl)thiazole-5-carboxamide